5-methyl-2-(((perfluorophenyl)methoxy)methyl)aniline CC=1C=CC(=C(N)C1)COCC1=C(C(=C(C(=C1F)F)F)F)F